4-methylmorpholine chloride hydrate O.[Cl-].CN1CCOCC1